(9R,13S,16R)-3,16-dimethoxy-4,9,13-trimethyl-7,9,11,12,13,15,16,17-octahydro-6H-cyclopenta[a]phenanthrene COC=1C=CC=2[C@@]3(CC[C@]4(C[C@H](CC4=C3CCC2C1C)OC)C)C